C1(=CC=CC=C1)CC(=O)O 2-phenylacetic acid